C(C)(C)(C)C=1C=C(CC2=C(C(=C(C(=C2C)CC2=CC(=C(C(=C2)C(C)(C)C)O)C(C)(C)C)C)CC2=CC(=C(C(=C2)C(C)(C)C)O)C(C)(C)C)C)C=C(C1O)C(C)(C)C 1,3,5-tris(3,5-di-t-butyl-4-hydroxybenzyl)-2,4,6-trimethylbenzene